ClC=1C2=C(N=CN1)N=C(C(=C2)Cl)Cl 4,6,7-trichloropyrido[2,3-d]pyrimidine